(2R,3R)-2-(6-chloro-2-(hept-1-yn-1-yl)-8-(5-methylfuran-2-yl)-9H-purin-9-yl)tetrahydrofuran-3-yl acetate C(C)(=O)O[C@H]1[C@@H](OCC1)N1C2=NC(=NC(=C2N=C1C=1OC(=CC1)C)Cl)C#CCCCCC